(2-(4-(2,4-difluorophenoxy)piperidin-1-yl)-3-(1H-imidazol-2-yl)-7,8-dihydropyrido[3,4-b]pyrazin-6(5H)-yl)ethan-1-one FC1=C(OC2CCN(CC2)C=2N=C3C(=NC2C=2NC=CN2)CN(CC3)C(C)=O)C=CC(=C1)F